FC1=CC(=C(C(=C1)C1=CC(=NC=C1)OC)CC(=O)NS(N(C=1C=NN(C1)C)C1CN(CCC1)C)(=O)=O)C(C)C 2-[4-fluoro-2-isopropyl-6-(2-methoxy-4-pyridyl)phenyl]-N-[(1-methyl-3-piperidyl)-(1-methylpyrazol-4-yl)sulfamoyl]-acetamide